CC[C@H](C)CO (S)-(-)-2-methyl-1-butanol